6-(2-hydroxy-2-methylpropyl)-2-(propan-2-yl)-6,7-dihydro-4H-pyrazolo[1,5-a]pyrrolo[3,4-d]pyrimidine OC(CN1C=C2NC=3N(C=C2C1)N=C(C3)C(C)C)(C)C